ClC1=CC=C2C(=C1)NC(C21N(C(C=2N=C(N(C21)C(C)C)C=2C(=NC(=NC2)C2CC2)OC)=O)C2=CC(=CC=C2)Cl)=O 6-chloro-5'-(3-chlorophenyl)-2'-(2-cyclopropyl-4-methoxypyrimidin-5-yl)-3'-isopropyl-3'H-spiro[indoline-3,4'-pyrrolo[3,4-d]imidazole]-2,6'(5'H)-dione